ClC=1C=C(C=CC1Cl)C(C(=O)NC=1C=CC2=C(S(C=C2)(=O)=O)C1)=C 2-(3,4-Dichlorophenyl)-N-(1,1-dioxidobenzo[b]thiophen-6-yl)acrylamide